(2-((3-methoxy-4-(pyridin-2-ylmethoxy)phenyl)amino)benzothiazol-6-yl)but-2-enamide COC=1C=C(C=CC1OCC1=NC=CC=C1)NC=1SC2=C(N1)C=CC(=C2)C(C(=O)N)=CC